4-[[2-[4-[4-(4-amino-2-oxo-pyrrolidin-1-yl)phenyl]sulfonylpiperazin-1-yl]-6-chloro-4-pyridinyl]-difluoro-methyl]-N-(3-hydroxypropyl)benzamide NC1CC(N(C1)C1=CC=C(C=C1)S(=O)(=O)N1CCN(CC1)C1=NC(=CC(=C1)C(C1=CC=C(C(=O)NCCCO)C=C1)(F)F)Cl)=O